OC=1C=C(C=CC1)C=1C=C(C=C(C1)C(F)(F)F)CN1CCN(CC1)C1=CC=C(N=N1)C(=O)NS(=O)(=O)C1=CC(=C(C=C1)NCCSC1=CC=CC=C1)[N+](=O)[O-] 6-[4-[[3-(3-Hydroxyphenyl)-5-(trifluoromethyl)phenyl]methyl]piperazin-1-yl]-N-[3-nitro-4-(2-phenylsulfanylethylamino)phenyl]sulfonylpyridazine-3-carboxamide